C1(=CC=CC=C1)C1C(=O)OCCCC1 phenyl-ε-caprolactone